C1(CC1)C1=CC=C2C(=NC(N(C2=C1)C1=C(C=CC=C1)C)=O)NC=1C=NOC1 7-Cyclopropyl-4-(isoxazol-4-ylamino)-1-(o-tolyl)quinazolin-2(1H)-one